Tert-Butyl 4-(7-[4-[(dimethylamino)methyl]-3,5-dimethoxyphenyl]-5-methyl-4-oxothieno[3,2-c]pyridine-2-amido)-3,3-difluoropiperidine-1-carboxylate CN(C)CC1=C(C=C(C=C1OC)C=1C2=C(C(N(C1)C)=O)C=C(S2)C(=O)NC2C(CN(CC2)C(=O)OC(C)(C)C)(F)F)OC